CN[C@H]1[C@@H](CCCC1)NC N1,N2-dimethyl-trans-cyclohexane-1,2-diamine